ClC1=CC=C(C=C1)C=1C=C2C(=NC1)NN=C2C(=O)C=2C(=C(C(=CC2)F)NS(=O)(=O)CCC)F N-[3-[5-(4-chlorophenyl)-1H-pyrazolo[3,4-b]pyridine-3-carbonyl]-2,6-difluorophenyl]propane-1-sulfonamide